NC1=C(C=CC(=C1)NCC1=CC=C(C=C1)C(F)(F)F)NC(CCC#C)=O N-(2-Amino-4-((4-(trifluoromethyl)benzyl)amino)phenyl)pent-4-ynamid